CN1C(NN=CC1=O)=O 4-methyl-1,2,4-triazaine-3,5-dione